3,3-dimethyl-5-phenyl-4-(4-phenylbutylcarbamoyl)piperazine-1-carboxylic acid benzyl ester C(C1=CC=CC=C1)OC(=O)N1CC(N(C(C1)C1=CC=CC=C1)C(NCCCCC1=CC=CC=C1)=O)(C)C